butyl(ethyl)((5-(4-fluorophenyl)-6-isopropyl-1H-pyrazolo[4,3-g]isoquinolin-8-yl)imino)-λ6-sulfanone C(CCC)S(=O)(=NC1=NC(=C(C2=CC3=C(C=C12)NN=C3)C3=CC=C(C=C3)F)C(C)C)CC